8-bromo-1-(4-methoxybenzyl)-4-(3-methyl-1,2,4-oxadiazol-5-yl)-1,3-dihydro-2H-benzo[b]azepin-2-one BrC=1C=CC2=C(N(C(CC(=C2)C2=NC(=NO2)C)=O)CC2=CC=C(C=C2)OC)C1